[6-(5-cyclopropyl-4H-1,2,4-triazol-3-yl)-2-azaspiro[3.3]heptan-2-yl]-[7-[5-(trifluoromethyl)pyrimidin-2-yl]oxy-2-azaspiro[3.5]nonan-2-yl]methanone C1(CC1)C=1NC(=NN1)C1CC2(CN(C2)C(=O)N2CC3(C2)CCC(CC3)OC3=NC=C(C=N3)C(F)(F)F)C1